C(CCC)(=O)O.CN1CCCC1 N-methylpyrrolidine butyrate